bromotripyrrolidinophosphonium Br[P+](N1CCCC1)(N1CCCC1)N1CCCC1